OC1=CC=C(CNC(\C=C/C=C/C=C(/C=C/C2=C(C(=CCC2(C)C)C2=CC(=CC=C2)OC)C)\C)=O)C=C1 (2Z,4E,6E,8E)-N-(4-hydroxybenzyl)-9-(3'-methoxy-2,4,4-trimethyl-4,5-dihydro-[1,1'-biphenyl]-3-yl)-7-methylnona-2,4,6,8-tetraenamide